(4-nitrobenzylidene)-1H-1,2,3-triazole-4-carbohydrazide [N+](=O)([O-])C1=CC=C(C=NNC(=O)C=2N=NNC2)C=C1